(E)-4-methyl-N'-(4-((4-oxo-4H-benzopyran-3-yl)methoxy)benzylidene)benzoyl-hydrazine CC1=CC=C(C(=O)N/N=C/C2=CC=C(C=C2)OCC2=COC3=C(C2=O)C=CC=C3)C=C1